C(C=C)C1=CC(=C(C=C1)O)C1=NOC(=C1)CCC 4-allyl-2-(5-propylisoxazole-3-yl)phenol